5-bromo-N-(1-methyl-1H-pyrazol-4-yl)benzene-1,2-diamine BrC1=CC=C(C(=C1)NC=1C=NN(C1)C)N